CN1N=CC(=C1C)C=O 1,5-dimethylpyrazole-4-carbaldehyde